BrC=1C=2C=3N(C(NC2C=CC1)=O)N=C(N3)C3=CC(=CC=C3)F 10-Bromo-2-(3-fluorophenyl)[1,2,4]triazolo[1,5-c]quinazolin-5(6H)-one